N1(C=NC=C1)CCCNC(=O)C=1N=C(SC1)C=1C=NC=CC1 N-(3-(1H-imidazol-1-yl)propyl)-2-(pyridin-3-yl)thiazole-4-carboxamide